C(=C)C=1C=C(C=C)C=CC1 3-vinyl-styrene